(R)-3-(3-((S)-ethoxy(4-fluorophenyl)methyl)-5-((2-methylbenzo[d]thiazol-6-yl)amino)phenyl)pentanoic acid C(C)O[C@H](C=1C=C(C=C(C1)NC1=CC2=C(N=C(S2)C)C=C1)[C@@H](CC(=O)O)CC)C1=CC=C(C=C1)F